bis(4-naphthyl-indenyl)zirconium dichloride [Cl-].[Cl-].C1(=CC=CC2=CC=CC=C12)C1=C2C=CC(C2=CC=C1)[Zr+2]C1C=CC2=C(C=CC=C12)C1=CC=CC2=CC=CC=C12